2-(3-((4-((2-Cyclopropyl-4-phenylthiazol-5-yl)oxy)pyridin-2-yl)amino)phenyl)propan-2-ol C1(CC1)C=1SC(=C(N1)C1=CC=CC=C1)OC1=CC(=NC=C1)NC=1C=C(C=CC1)C(C)(C)O